FC1=CC=C2CNC(C2=C1)=O 6-fluoro-1-oxoisoindoline